CC=1C2=CC=CC2=CC=CC1 4-methylazulene